N-(6-fluoro-5-methylpyridin-3-yl)-1,2,4-trimethyl-5-(2-((2-methyl-4,5,6,7-tetrahydrobenzo[d]thiazol-7-yl)amino)-2-oxoacetyl)-1H-pyrrole-3-carboxamide FC1=C(C=C(C=N1)NC(=O)C1=C(N(C(=C1C)C(C(=O)NC1CCCC=2N=C(SC21)C)=O)C)C)C